FC([C@](C)(O)C1=NOC=2C=3N(C[C@@H](C21)C)C(=NN3)C(F)(F)F)(F)F (R)-1,1,1-trifluoro-2-((R)-6-methyl-3-(trifluoromethyl)-5,6-dihydroisoxazolo[5,4-c][1,2,4]triazolo[4,3-a]pyridin-7-yl)propan-2-ol